diisothiocyanato-3,3'-dimethyl-benzophenone N(=C=S)C1=C(C(=C(C(=O)C2=CC(=CC=C2)C)C=C1)N=C=S)C